ClC(=O)N(C=1C(=CC=2N(C1)C(=CN2)C(=O)OCC)C)C2=CC1=C(C=N2)N(C(N1C1CCOCC1)=O)C ethyl 6-((chlorocarbonyl)(3-methyl-2-oxo-1-(tetrahydro-2H-pyran-4-yl)-2,3-dihydro-1H-imidazo[4,5-c]pyridin-6-yl)amino)-7-methylimidazo[1,2-a]pyridine-3-carboxylate